N-(4-(1H-imidazol-1-yl)benzyl)-N-(3-methoxybenzyl)-2-(piperidin-1-ylmethyl)pyridin-4-amine N1(C=NC=C1)C1=CC=C(CN(C2=CC(=NC=C2)CN2CCCCC2)CC2=CC(=CC=C2)OC)C=C1